1-(9H-fluoren-9-yl)-3,6,9,12-tetraoxo-2,15-dioxa-4,7,10,13-tetraazaheptadecan C1=CC=CC=2C3=CC=CC=C3C(C12)COC(NCC(NCC(NCC(NCOCC)=O)=O)=O)=O